2-(dimethylamino)-5-fluoropyrimidin CN(C1=NC=C(C=N1)F)C